ClC1(C(C1C1=CC(=CC(=C1)Cl)Cl)C=O)Cl 2,2-dichloro-3-(3,5-dichlorophenyl)cyclopropanecarbaldehyde